NCCCNC1CCCCC1 3-aminopropyl(cyclohexylamine)